2-(((1r,4r)-4-(((5-methylpyridin-3-yl)(phenyl)carbamoyloxy)methyl)cyclohexyl)methoxy)acetic acid CC=1C=C(C=NC1)N(C(=O)OCC1CCC(CC1)COCC(=O)O)C1=CC=CC=C1